4-amino-N-(4-methoxyphenyl)-2-(3-(pyridin-2-yl)-3,8-diazabicyclo[3.2.1]octan-8-yl)pyrimidine-5-carboxamide NC1=NC(=NC=C1C(=O)NC1=CC=C(C=C1)OC)N1C2CN(CC1CC2)C2=NC=CC=C2